ClC1=CC=C(C=C1)C1=C(CCC(C1)(C)C)CN1C2CN(C(C1)CC2)CC=2C=C1CN(C(C1=CC2)=O)N2C(NC(CC2)=O)=O 1-(5-((5-((4'-chloro-5,5-dimethyl-3,4,5,6-tetrahydro-[1,1'-biphenyl]-2-yl)methyl)-2,5-diazabicyclo[2.2.2]octan-2-yl)methyl)-1-oxoisoindolin-2-yl)dihydropyrimidine-2,4(1H,3H)-dione